4-(7-Fluoro-3,4-dihydro-2H-benzo[b][1,4]oxazin-6-yl)-5-(2-methylpyridin-4-yl)-1H-imidazol-2-amine FC=1C(=CC2=C(OCCN2)C1)C=1N=C(NC1C1=CC(=NC=C1)C)N